benzyl 6-amino-6-phenyl-4-azaspiro[2.5]octane-4-carboxylate NC1(CN(C2(CC2)CC1)C(=O)OCC1=CC=CC=C1)C1=CC=CC=C1